(6aR,9R)-N,N-Bis(ethyl-d5)-7-methyl-4,6,6a,7,8,9-hexahydroindolo[4,3-fg]quinoline-9-carboxamide-1,2,3,5-d4 triflate OS(=O)(=O)C(F)(F)F.C(C([2H])([2H])[2H])(N(C(=O)[C@H]1CN([C@@H]2CC=3C4=C(C2=C1)C(=C(C(=C4NC3[2H])[2H])[2H])[2H])C)C(C([2H])([2H])[2H])([2H])[2H])([2H])[2H]